CC=1C(=C(C(=O)O)C=C(C1)Br)NC1=CC=C(C=C1)C.BrC=1C=CC(=C(C(=O)OC)C1)NC1=CC=C(C=C1)C Methyl 5-bromo-2-(p-tolylamino)benzoate {methyl 5-bromo-2-(p-tolylamino)benzoate}